ClC1=CC2=C(N=N1)N(C=C2)CC2CC1(CN(C1)C(=O)OC(C)(C)C)C2 tert-butyl 6-({3-chloro-7H-pyrrolo[2,3-c]pyridazin-7-yl}methyl)-2-azaspiro[3.3]heptane-2-carboxylate